[6-[5-(1-hydroxycyclopropyl)-4H-1,2,4-triazol-3-yl]-2-azaspiro[3.3]heptan-2-yl]-[2-[3-(trifluoromethoxy)phenyl]sulfonyl-2,6-diazaspiro[3.3]heptan-6-yl]methanone OC1(CC1)C=1NC(=NN1)C1CC2(CN(C2)C(=O)N2CC3(CN(C3)S(=O)(=O)C3=CC(=CC=C3)OC(F)(F)F)C2)C1